tert-butyl ((2S)-1-(4-(4-((3,4-dichloro-2-hydroxy-5-oxo-2,5-dihydro-1H-pyrrol-1-yl)methyl)-3-methylphenyl)piperazin-1-yl)-1-oxopropan-2-yl)(methyl)carbamate ClC=1C(N(C(C1Cl)=O)CC1=C(C=C(C=C1)N1CCN(CC1)C([C@H](C)N(C(OC(C)(C)C)=O)C)=O)C)O